NC=1C(=NC=C(N1)N1CCC2(CC1)CC1=C(N=CS1)[C@H]2N)SC2=NC1=CC=CC(=C1C(N2CC(C)OC)=O)Cl (3-amino-5-((S)-4-amino-4,6-dihydrospiro[cyclopenta[d]thiazole-5,4'-piperidin]-1'-yl)pyrazin-2-ylthio)-5-chloro-3-(2-methoxypropyl)quinazolin-4(3H)-one